ClC=1N=CC=NC1 5-chloro-pyrazin